CS(=O)(=O)N[C@@H]1[C@@H](N(CCC1)C(=O)OC)CO[C@@H]1CC[C@@H](CC1)C1=CC=CC=C1 Methyl (2R,3S)-3-((methylsulfonyl)amino)-2-(((cis-4-phenylcyclohexyl)oxy)methyl)piperidine-1-carboxylate